N-(3-trimethoxysilylpropyl)amino-succinic acid diethyl ester C(C)OC(C(CC(=O)OCC)NCCC[Si](OC)(OC)OC)=O